NCC=1C=C(C=CC1)C=1C=C2C(=NN(C2=CC1)C1CCCC1)COC1=C(C=CC=C1)CC(=O)O 2-(2-((5-(3-(aminomethyl)phenyl)-1-cyclopentyl-1H-indazol-3-yl)methoxy)phenyl)acetic acid